(E)-3-(3-(benzo[d][1,3]dioxolan-5-yl)acryloyl)-4,4-dimethyloxazolidin-2-one O1COC2=C1C=CC(=C2)/C=C/C(=O)N2C(OCC2(C)C)=O